N-benzyl-2,3,4-trimethoxybenzamide C(C1=CC=CC=C1)NC(C1=C(C(=C(C=C1)OC)OC)OC)=O